C(C1=CC=CC=C1)OC=1C=C(/C=C/C2=NC(=CC=C2)OC)C=C(C1C(C)C)OCC1=CC=CC=C1 (E)-2-[3,5-bis-(benzyloxy)-4-isopropylstyryl]-6-methoxypyridine